COC(=O)N1[C@H]([C@@]2(CCOC(N2)=O)CCC1)CC=1C=C(C=CC1)C1=CC=CC=C1 (6S,7S)-7-({[1,1'-Biphenyl]-3-yl}methyl)-2-oxo-3-oxa-1,8-diazaspiro[5.5]undecane-8-carboxylic acid methyl ester